R-2-aminopropionic acid N[C@@H](C(=O)O)C